C1(CC1)C1=CC=C(C2=CC=CC=C12)N1C(=NC=2C=NC=CC21)S 1-(4-cyclopropyl-naphthalene-1-yl)-1H-imidazo[4,5-c]Pyridine-2-thiol